O1N=C(C2=C1C=CC=C2)C2=C(C=CC=C2)[C@H](CC2=NC(=CC=C2)Br)N[S@@](=O)C(C)(C)C (S)-N-{(S)-1-[2-(benzo[d]isoxazol-3-yl)phenyl]-2-(6-bromopyridine-2-yl)ethyl}-2-methylpropane-2-sulfinamide